FC(C=1C(=C(C=CC1)[C@@H](C)NC(=O)C1=CN(C(C=C1N[C@@H]1[C@@H](CNCC1)F)=O)C1(CC1)C(F)F)F)F N-((R)-1-(3-(difluoromethyl)-2-fluorophenyl)ethyl)-1-(1-(difluoromethyl)cyclopropyl)-4-(((3R,4S)-3-fluoropiperidin-4-yl)amino)-6-oxo-1,6-dihydropyridine-3-carboxamid